Cis-2-hydroxymethyl-5-(5-fluorocytosin-1-yl)-1,3-oxathiolane OC[C@@H]1O[C@@H](CS1)N1C(=O)N=C(N)C(=C1)F